FC1=C(OC=2C(=C(C(=CC2)NC(=O)C2=NN(C=C2)C2=CN=NC=C2)N2C[C@@H](N(CC2)C)CN(C(OC(C)(C)C)=O)C)C(F)(F)F)C=CC=C1 tert-butyl ({(2R)-4-[3-(2-fluorophenoxy)-6-{[1-(pyridazin-4-yl)-1H-pyrazole-3-carbonyl]amino}-2-(trifluoromethyl)phenyl]-1-methylpiperazin-2-yl}methyl)(methyl)carbamate